7-(3-(imidazo[1,2-a]pyridin-6-yl)-7,8-dihydro-1,6-naphthyridin-6(5H)-yl)-2,8,9-trimethyl-4H-pyrimido[1,2-b]pyridazin-4-one N=1C=CN2C1C=CC(=C2)C=2C=NC=1CCN(CC1C2)C=2C(=C(C=1N(N2)C(C=C(N1)C)=O)C)C